2-Amino-9-((2R,3R,5S)-3-hydroxy-5-(hydroxymethyl)tetrahydrofuran-2-yl)-7-(3,3,4,4,4-pentafluorobutyl)-7,9-dihydro-8H-purin-8-on NC1=NC=C2N(C(N(C2=N1)[C@@H]1O[C@@H](C[C@H]1O)CO)=O)CCC(C(F)(F)F)(F)F